FC(CCN1N=NC(=C1)C(=O)NCC1=NC=CC=C1F)CN1N=NC(=C1)NC(CC1=C(C=CC(=C1)OC(F)(F)F)F)=O 1-[3-fluoro-4-(4-{2-[2-fluoro-5-(trifluoromethoxy)phenyl]acetamido}-1H-1,2,3-triazol-1-yl)butyl]-N-[(3-fluoropyridin-2-yl)methyl]-1H-1,2,3-triazole-4-carboxamide